The molecule is an amino pentasaccharide consisting of alpha-L-fucopyranose, 2-acetamido-2-deoxy-beta-D-glucopyranose, beta-D-galactopyranose, and 2-acetamido-2-deoxy-beta-D-glucopyranose joined in sequence by (1->4), (1->3), and (1->4) glycosidic bonds and in which the hydroxy group at position 3 of the non-terminal 2-acetamido-2-deoxy-beta-D-glucopyranose moiety has been to the corresponding alpha-D-galactopyranoside. It is an amino pentasaccharide, a member of acetamides and an alpha-D-galactoside. C[C@H]1[C@H]([C@H]([C@@H]([C@@H](O1)O[C@@H]2[C@H](O[C@H]([C@@H]([C@H]2O[C@@H]3[C@@H]([C@H]([C@H]([C@H](O3)CO)O)O)O)NC(=O)C)O[C@H]4[C@H]([C@H](O[C@H]([C@@H]4O)O[C@@H]5[C@H](O[C@H]([C@@H]([C@H]5O)NC(=O)C)O)CO)CO)O)CO)O)O)O